6-[5-Chloro-2-(4-chloro-1H-1,2,3-triazol-1-yl)phenyl]pyrimidin-4-ol ethyl-6-(4-(difluoromethyl)-1H-1,2,3-triazol-1-yl)-2-fluoro-3-methoxybenzoate C(C)C1=C(C(=C(C(=O)OC2=NC=NC(=C2)C2=C(C=CC(=C2)Cl)N2N=NC(=C2)Cl)C(=C1)N1N=NC(=C1)C(F)F)F)OC